[Na].[S] sulfur sodium salt